1,1,1,3,3,3-hexafluoropropan-2-yl (R or S)-1-(4-cyanopiperidine-1-carbonyl)-6-azaspiro[2.5]octane-6-carboxylate C(#N)C1CCN(CC1)C(=O)[C@@H]1CC12CCN(CC2)C(=O)OC(C(F)(F)F)C(F)(F)F |o1:10|